C(=O)O.NC1=NN=C(C2=CC(=CC=C12)C=1C=C(C=CC1NC(CC(C)C)=O)B(O)O)C [3-(1-amino-4-methylphthalazin-6-yl)-4-(3-methylbutyrylamino)phenyl]boronic acid formate salt